N1=C(C=CC=C1)CNC1=NC=CC(=C1)C=1C=C2C(=NNC2=CC1)N 5-(2-((Pyridin-2-ylmethyl)amino)pyridin-4-yl)-1H-indazol-3-amine